3-amino-N-[(2S)-6-[(3S,4R)-3-amino-4-methoxypyrrolidin-1-yl]-1,2,3,4-tetrahydronaphthalen-2-yl]-6-methylthieno[2,3-b]pyridine-2-carboxamide NC1=C(SC2=NC(=CC=C21)C)C(=O)N[C@@H]2CC1=CC=C(C=C1CC2)N2C[C@@H]([C@@H](C2)OC)N